3-(5-(((1R,2R)-2-(((3-fluorobicyclo[1.1.1]pentan-1-yl)methyl)amino)cycloheptyl)oxy)-1-oxoisoindolin-2-yl)piperidine-2,6-dione FC12CC(C1)(C2)CN[C@H]2[C@@H](CCCCC2)OC=2C=C1CN(C(C1=CC2)=O)C2C(NC(CC2)=O)=O